CN1C(N(CC(C1)C)C)=O tetrahydro-1,3,5-trimethyl-2(1H)-pyrimidinone